tert-butyl 4-(4-benzyloxy-2,6-difluoro-phenyl)piperazine-1-carboxylate C(C1=CC=CC=C1)OC1=CC(=C(C(=C1)F)N1CCN(CC1)C(=O)OC(C)(C)C)F